N-ethyl-3-methylsulfanyl-propionamide C(C)NC(CCSC)=O